3-bromo-1-tetrahydropyran-2-yl-indazole BrC1=NN(C2=CC=CC=C12)C1OCCCC1